O1C=NC2=C1CN(C2)C(=O)[O-] 4,6-dihydropyrrolo[3,4-d][1,3]oxazole-5-carboxylate